(E)-3-(3-(6-(2-(5-cyclopropyl-3-(3,5-dichloropyridin-4-yl)isoxazol-4-yl)vinyl)-3-azabicyclo[3.1.0]hex-3-yl)-1,2,4-oxadiazol-5-yl)-5-(oxetan-3-yloxy)benzoic acid C1(CC1)C1=C(C(=NO1)C1=C(C=NC=C1Cl)Cl)/C=C/C1C2CN(CC12)C1=NOC(=N1)C=1C=C(C(=O)O)C=C(C1)OC1COC1